2-(6-chloro-1H-pyrrolo[3,2-C]pyridin-1-yl)-4-(tetrahydrofuran-3-yl)thiazole ClC1=CC2=C(C=N1)C=CN2C=2SC=C(N2)C2COCC2